N-(4-((7-Bromoquinolin-4-yl)oxy)-2,5-difluorophenyl)-N-(4-fluorophenyl)cyclopropane-1,1-dicarboxamide BrC1=CC=C2C(=CC=NC2=C1)OC1=CC(=C(C=C1F)N(C(=O)C1(CC1)C(=O)N)C1=CC=C(C=C1)F)F